(S)-3-methylthiopyrrolidine hydrochloride Cl.CS[C@@H]1CNCC1